ClC=1C=C2C(=NC(=NC2=C(C1C=1C(=CC=C2C=NN(C12)C)C)F)OCCN1CCN(CC1)C)N1C[C@H](N(C[C@@H]1C)C(C=C)=O)C 1-((2R,5S)-4-((S)-6-chloro-7-(1,6-dimethyl-1H-indazol-7-yl)-8-fluoro-2-(2-(4-methylpiperazin-1-yl)ethoxy)quinazolin-4-yl)-2,5-dimethylpiperazin-1-yl)prop-2-en-1-one